C(C#C)C1CN(CC1)C=1C=2N(N=C(C1)C=1C(NC(NC1)=O)=O)C=CN2 5-(8-(3-(prop-2-yn-1-yl)pyrrolidin-1-yl)imidazo[1,2-b]pyridazin-6-yl)pyrimidine-2,4(1H,3H)-dione